COC(=O)C1=C(CCC(C1)(C)C)C1=CC=C(C=C1)F 4'-Fluoro-4,4-dimethyl-3,4,5,6-tetrahydro-[1,1'-biphenyl]-2-carboxylic acid methyl ester